CN1[C@@H]([C@@H](CCC1)C1=CC=2C(=NC=C(C2NC=2C=CC3=C(N=CS3)C2)F)S1)C N-(2-((2R,3R)-1,2-dimethylpiperidin-3-yl)-5-fluorothieno[2,3-b]pyridin-4-yl)benzo[d]thiazol-5-amine